COC(=O)C1=CC(=CC2=C1N(C=N2)C2=CC=CC=C2)C2=C(C=C(C=C2)C)Cl 5-(2-chloro-4-methylphenyl)-1-phenyl-1H-benzo[d]Imidazole-7-carboxylic acid methyl ester